C(C)OC(CCC)(CCC)OCC 4,4-Diethoxyheptan